2-ethyl (5R)-2-fluoro-5-methyl-1,1-dioxo-1λ6-thiomorpholine-2,4-dicarboxylate FC1(CN([C@@H](CS1(=O)=O)C)C(=O)[O-])C(=O)OCC